3,4-dihydro-6-methyl-1,2,3-oxathiazin-4-one 2,2-dioxide CC1=CC(NS(O1)(=O)=O)=O